C(C)(C)(C)OC(=O)N1C[C@H](CC=C1C=1C=CC2=C(N=C(S2)C2(CCN(CC2)C)OC)C1)C.C1(CCCCC1)P(C1=CC(=CC(=C1)OCC(F)(F)F)OCC(F)(F)F)C1CCCCC1 dicyclohexyl-(3,5-di-(trifluoroethoxy)phenyl)phosphine (S)-tert-butyl-6-(2-(4-methoxy-1-methylpiperidin-4-yl)benzo[d]thiazol-5-yl)-3-methyl-3,4-dihydropyridine-1(2H)-carboxylate